tert-Butyl (2-(cyclopent-1-en-1-yl)thiazol-5-yl)carbamate C1(=CCCC1)C=1SC(=CN1)NC(OC(C)(C)C)=O